N[C@@H]1CN(CCC1)C(=O)N (S)-3-aminopiperidine-1-carboxamide